(5x-r,7x-r)-2-(5-fluoropyridin-2-yl)-5,7-dimethyl-3-(1H-pyrazolo[3,4-b]pyridin-4-yl)-6,7-dihydro-5H-pyrazolo[5,1-b][1,3]oxazine FC=1C=CC(=NC1)C1=NN2C(OC(CC2C)C)=C1C1=C2C(=NC=C1)NN=C2